CC(C)[C@@H](C)\C=C\[C@@H](C)[C@H]1CC[C@H]2C3=CCC4C[C@H](CC[C@]4(C)[C@H]3CC[C@]12C)O (22E)-ergosta-7,22-dien-3β-ol